ClC1=NC(=NC(=C1C)N1CCC(CC1)OC=1C=NC(=CC1)OC)C(=O)NCC1=C(C=NC=C1)Cl 4-chloro-N-((3-chloropyridin-4-yl)methyl)-6-(4-((6-methoxypyridin-3-yl)oxy)piperidin-1-yl)-5-methylpyrimidine-2-carboxamide